C(C)OC(=O)C=1C=CC=2N(C1)N=C(C2C)C2=CC=1C(=C(N=CC1)C1CCNCC1)N2CC2CC2 2-(1-(Cyclopropylmethyl)-7-(piperidin-4-yl)-1H-pyrrolo[2,3-c]pyridin-2-yl)-3-methylpyrazolo[1,5-a]pyridine-6-carboxylic acid ethyl ester